tert-butyl 4-[3-[3-[(4-methoxyphenyl)methyl]-2,4-dioxohexa-hydropyrimidin-1-yl]phenyl]-3,6-dihydro-2H-pyridine-1-carboxylate COC1=CC=C(C=C1)CN1C(N(CCC1=O)C=1C=C(C=CC1)C=1CCN(CC1)C(=O)OC(C)(C)C)=O